COC1=CC=C(CN2N=C3C(=C(C2=O)C(F)(F)F)CCC3CC(=O)NC3CCN(CC3)C3=NC=C(C=N3)C(F)(F)F)C=C1 2-(2-(4-methoxybenzyl)-3-oxo-4-(trifluoromethyl)-3,5,6,7-tetrahydro-2H-cyclopenta[c]pyridazin-7-yl)-N-(1-(5-(trifluoromethyl)pyrimidin-2-yl)piperidin-4-yl)acetamide